NC1=CC(=C(C=N1)C1=NC(=NC(=N1)N1CCOCC1)N1CCN(CC1)C(=O)[C@H]1CN(CC1)C(CCC(\C=C\C)=O)=O)C(F)(F)F (R,E)-1-(3-(4-(4-(6-amino-4-(trifluoromethyl)pyridin-3-yl)-6-morpholino-1,3,5-triazin-2-yl)piperazine-1-carbonyl)pyrrolidin-1-yl)hept-5-ene-1,4-dione